[C@@H]12N(C[C@@H](NC1)C2)C2=CC(=C(C=C2)NC2=NC=C(C(=N2)C2=CC=1S(CCOCC1S2)(=O)=O)C(F)(F)F)CC 7-(2-((4-((1S,4S)-2,5-diazabicyclo[2.2.1]heptan-2-yl)-2-ethylphenyl)amino)-5-(trifluoromethyl)pyrimidin-4-yl)-2,3-dihydro-5H-thieno[3,2-e][1,4]oxathiepine 1,1-dioxide